1-(4-(3-(trifluoromethoxy)phenethyl)benzyl)azetidine-3-carboxylic acid FC(OC=1C=C(CCC2=CC=C(CN3CC(C3)C(=O)O)C=C2)C=CC1)(F)F